2-oxo-2-[(2R,5S)-5-methyl-2-[2-(1-methyl-3,6-dihydro-2H-pyridin-4-yl)-1,3-benzothiazol-5-yl]-1-piperidyl]-N-[1-(2-trimethylsilylethoxymethyl)pyrazolo[4,3-c]pyridin-7-yl]acetamide O=C(C(=O)NC=1C2=C(C=NC1)C=NN2COCC[Si](C)(C)C)N2[C@H](CC[C@@H](C2)C)C=2C=CC1=C(N=C(S1)C=1CCN(CC1)C)C2